7-(methylsulfanyl)-3-[(trifluoromethyl)sulfanyl]pyrazolo[1,5-c]pyrimidin-2-amine CSC1=NC=CC=2N1N=C(C2SC(F)(F)F)N